2-fluoro-3-(1H-pyrazol-5-yl)benzoate FC1=C(C(=O)[O-])C=CC=C1C1=CC=NN1